tert-Butyl 4-[({7-[(3R,4R)-3,4-dihydroxypyrrolidin-1-yl]-6-fluoro-4-oxo-1-(2,4,6-trifluorophenyl)-1,4-dihydro-1,8-naphthyridin-3-yl}carbonyl)amino]-3,3-difluoropiperidine-1-carboxylate O[C@@H]1CN(C[C@H]1O)C1=C(C=C2C(C(=CN(C2=N1)C1=C(C=C(C=C1F)F)F)C(=O)NC1C(CN(CC1)C(=O)OC(C)(C)C)(F)F)=O)F